CC1=C(C(C=C1)(C)[Pt](C)(C)C)C (trimethylcyclopentadienyl)trimethylplatinum